C(C1=CC=CC=C1)OC1=CC(=C(CB2OC(C(O2)(C)C)(C)C)C(=C1)C)C 2-(4-(benzyloxy)-2,6-dimethylbenzyl)-4,4,5,5-tetramethyl-1,3,2-dioxa-borolane